benzylidenebis-(tricyclohexylphosphine) ruthenium dibromide [Ru](Br)Br.C(C1=CC=CC=C1)(P(C1CCCCC1)(C1CCCCC1)C1CCCCC1)P(C1CCCCC1)(C1CCCCC1)C1CCCCC1